perfluoromethyl-styrene FC(=C(C1=C(C(=C(C(=C1F)F)F)F)F)F)C(F)(F)F